gold-silver-palladium-platinum [Pt].[Pd].[Ag].[Au]